tert-butyl 4-((4-bromopyridin-3-yl) methyl)-4-cyanopiperidine-1-carboxylate BrC1=C(C=NC=C1)CC1(CCN(CC1)C(=O)OC(C)(C)C)C#N